4-Formyl-2,5-dimethoxyphenylboronic acid C(=O)C1=CC(=C(C=C1OC)B(O)O)OC